5-fluoro-4-methylpicolinonitrile FC=1C(=CC(=NC1)C#N)C